((R)-7-hydroxy-7-methyl-6,7-dihydro-5H-pyrrolo[1,2-a]imidazol-2-yl)-2-(((S)-1,1,1-trifluoropropan-2-yl)oxy)benzamide O[C@@]1(CCN2C1=NC(=C2)C=2C(=C(C(=O)N)C=CC2)O[C@H](C(F)(F)F)C)C